CN(C[C@H](C)OC1=NC(=CC=2N=CN=C(C21)NC=2C(=C1C=CC=NC1=CC2)F)N2C[C@H](CC2)OC)C 5-(((S)-1-(dimethylamino)propan-2-yl)oxy)-N-(5-fluoroquinolin-6-yl)-7-((S)-3-methoxypyrrolidin-1-yl)pyrido[4,3-d]pyrimidin-4-amine